dinitrosopentamethylenediamine N(=O)NCCCCCNN=O